[Na+].C1=C(C=CC=2C(C3=CC=CC=C3C(C12)=O)=O)S(=O)(=O)[O-] 2-anthraquinonesulfonic acid sodium salt